C(#N)C=1C(=NC(=NC1)NC1=C(C=C(C=C1)S(=O)(=O)N)F)C=1C=NN(C1)CC(C)(C)O 4-((5-cyano-4-(1-(2-hydroxy-2-methylpropyl)-1H-pyrazol-4-yl)pyrimidin-2-yl)amino)-3-fluorobenzenesulfonamide